C(#N)[C@@H]1CC[C@H](CC1)N1N=CC(=C1)NC1=NC=C(C(=N1)C1=C(C(=O)O)C=CC=C1)C (2-((1-(trans-4-cyanocyclohexyl)-1H-pyrazol-4-yl)amino)-5-methylpyrimidin-4-yl)benzoic acid